triphenylphosphinecarbonyl-acetyl-acetone rhodium [Rh].C1(=CC=CC=C1)P(C(=O)C(C(C)=O)C(C)=O)(C1=CC=CC=C1)C1=CC=CC=C1